3-benzyloxy-5-methyl-N-(pyridin-3-yl)thiophene-2-carboxamide C(C1=CC=CC=C1)OC1=C(SC(=C1)C)C(=O)NC=1C=NC=CC1